(R*)-N-((S)-5-(2-(2-aminopyridin-3-yl)-5-(1H-pyrazol-1-yl)-3H-imidazo[4,5-b]pyridin-3-yl)-2,3-dihydro-1H-inden-1-yl)-6,7-dihydro-5H-cyclopenta[c]pyridin-7-amine NC1=NC=CC=C1C1=NC=2C(=NC(=CC2)N2N=CC=C2)N1C=1C=C2CC[C@@H](C2=CC1)N[C@@H]1CCC2=C1C=NC=C2 |o1:31|